N-(4-(trifluoromethyl)phenyl)-hydrazinol FC(C1=CC=C(C=C1)N(N)O)(F)F